COC1=CC=C(C=C1)C(OC12CC(CC(C(C1)O)N2CC2=CC=CC=C2)OC(C(C)C)=O)(C2=CC=C(C=C2)OC)C2=CC=C(C=C2)OC (Tris(4-methoxyphenyl)methoxy)-8-benzyl-3-isobutyryloxy-8-azabicyclo[3.2.1]octan-6-ol